4-[5-cyano-2-(4-methyl-1,2,4-triazol-3-yl)phenyl]-6-[(2-cyanoethyl)amino]pyridine-2-carboxylic acid C(#N)C=1C=CC(=C(C1)C1=CC(=NC(=C1)NCCC#N)C(=O)O)C1=NN=CN1C